C(C)N(C)\C=N\C1=CC(=C(C(=O)O)C=C1C)C (E)-4-(((ethyl(methyl)amino)methylene)amino)-2,5-dimethylbenzoic acid